6-(3-((tert-butyldimethylsilyl)oxy)azetidin-1-yl)-3-(trifluoromethyl)imidazo[1,2-b]pyridazine [Si](C)(C)(C(C)(C)C)OC1CN(C1)C=1C=CC=2N(N1)C(=CN2)C(F)(F)F